C(C)(C)(C)OC(=O)N1C[C@@H](CC1)ONC(=O)[C@H]1N2C(N([C@H](CC1)C2)OS(=O)(=O)O)=O.C(CCC)[N+](CCCC)(CCCC)CCCC tetrabutylammonium tert-butyl-(3R)-3-[({[(2S,5R)-7-oxo-6-(sulfooxy)-1,6-diaza-bicyclo[3.2.1]oct-2-yl]carbonyl}amino)oxy]pyrrolidine-1-carboxylate